FC1=CC=C(C=C1)C=1C=C(C=C2NC(C(NC12)C)=O)C(=O)OC methyl 8-(4-fluorophenyl)-2-methyl-3-oxo-1,2,3,4-tetrahydroquinoxaline-6-carboxylate